1-(7-fluoro-2-(3-methylisoxazol-4-yl)-3-(4-(4-methylpiperazin-1-yl)phenyl)quinolin-5-yl)ethan-1-ol FC1=CC(=C2C=C(C(=NC2=C1)C=1C(=NOC1)C)C1=CC=C(C=C1)N1CCN(CC1)C)C(C)O